(20R)-23-amino-17-fluoro-20-methyl-21-oxa-4,6,12,24-tetraazapentacyclo[20.3.1.02,6.08,13.014,19]hexacosa-1(25),2,4,8(13),9,11,14,16,18,22(26),23-undecaene-3-carbonitrile NC=1C=2O[C@@H](C3=CC(=CC=C3C=3N=CC=CC3CN3C=NC(=C3C(=CN1)C2)C#N)F)C